ClC1=CC(=C(C=C1)NC=1C=NC=C(C1C)CC1=C(C(=NC=C1)SC)F)F N-(4-chloro-2-fluorophenyl)-5-{[3-fluoro-2-(methylsulfanyl)pyridin-4-yl]methyl}-4-methylpyridin-3-amine